FC1=C(C=C(C(=C1)C)F)C1CC=NN1C(=O)C12CC(C1)(C2)COC2=NC=C(N=C2)C=2N=CN(C2)C (5-(2,5-difluoro-4-methylphenyl)-4,5-dihydro-1H-pyrazol-1-yl)(3-(((5-(1-methyl-1H-imidazol-4-yl)pyrazin-2-yl)oxy)methyl)bicyclo[1.1.1]pentan-1-yl)methanone